B(OC1=CC(=CC(=C1)C(F)(F)F)C(F)(F)F)([O-])[O-].[Na+].[Na+] sodium (3,5-bis(trifluoromethyl) phenyl) borate